(S)-2-formylamino-4-methyl-pentanoic acid (S)-1-[[(2s,3s)-3-hexyl-4-oxo-2-oxetanyl] methyl]-dodecyl ester C(CCCCC)[C@H]1[C@@H](OC1=O)C[C@H](CCCCCCCCCCC)OC([C@H](CC(C)C)NC=O)=O